ClC1=C2C(=NC=NC2=CC=C1NC(\C=C\CN(C)C)=O)NC1=CC(=C(C=C1)F)Cl (E)-N-(5-chloro-4-((3-chloro-4-fluorophenyl)amino)quinazolin-6-yl)-4-(dimethylamino)but-2-enamide